6-{3-[(2,2-difluoroethyl)(methyl)amino]propoxy}-N-(2-ethoxyethyl)-7-methoxy-1H,2H,3H-cyclopenta[b]quinolin-9-amine FC(CN(CCCOC=1C(=CC=2C(=C3C(=NC2C1)CCC3)NCCOCC)OC)C)F